1-[2-[4-(2-chloro-4-fluoro-phenyl)-2-oxo-chromen-7-yl]oxypropanoyl]-3-methyl-piperidine ClC1=C(C=CC(=C1)F)C1=CC(OC2=CC(=CC=C12)OC(C(=O)N1CC(CCC1)C)C)=O